BrC1=CC=C(C=C1)S(=O)(=O)C1CCC(CC1)=O 4-(4-bromobenzenesulfonyl)cyclohexan-1-one